S1C(=NC2=C1C=CC=C2)NC(C2=CC=C(C=C2)[N+](=O)[O-])=O N-(benzo[d]thiazol-2-yl)-4-nitrobenzamide